(2R,3R,4S)-1-((R)-2-acetamido-3-((6-aminohexyl)thio)-3-methylbutanoyl)-3-fluoro-4-hydroxy-N-(4-(4-methylthiazol-5-yl)benzyl)pyrrolidine-2-carboxamide C(C)(=O)N[C@H](C(=O)N1[C@@H]([C@H]([C@H](C1)O)F)C(=O)NCC1=CC=C(C=C1)C1=C(N=CS1)C)C(C)(C)SCCCCCCN